CC1(CC=C(CC1)CCC1OCC(CO1)O)C 2-(2-(4,4-dimethylcyclohexenyl)ethyl)-1,3-dioxan-5-ol